6-(4-(4-cyano-2-methylphenyl)-5-hydroxy-3-methyl-1H-pyrazol-1-yl)nicotinic acid C(#N)C1=CC(=C(C=C1)C=1C(=NN(C1O)C1=NC=C(C(=O)O)C=C1)C)C